tert-butyl 4-(4-((3-hydroxypiperidin-1-yl)methyl)phenyl)piperazine-1-carboxylate OC1CN(CCC1)CC1=CC=C(C=C1)N1CCN(CC1)C(=O)OC(C)(C)C